tert-butyl (2R,5S)-4-((2,5-dichloro-6-(2-fluorophenyl)pyridin-3-yl)(imino)methyl)-2,5-dimethylpiperazine-1-carboxylate ClC1=NC(=C(C=C1C(N1C[C@H](N(C[C@@H]1C)C(=O)OC(C)(C)C)C)=N)Cl)C1=C(C=CC=C1)F